COC1=C(C=CC(=C1)OC)CNC1=CC=2N(C(N(CC2C=N1)C1=C(C=CC=C1C)F)=O)[C@@H]1CN(CCCC1)C(=O)OC(C)(C)C tert-butyl (3S)-3-[7-[(2,4-dimethoxyphenyl)methylamino]-3-(2-fluoro-6-methyl-phenyl)-2-oxo-4H-pyrido[4,3-d]pyrimidin-1-yl]azepane-1-carboxylate